C1(CCCCC1)CN1N=CC=2C1=NC(=NC2)NC2=CC=C(C=C2)S(=O)(=O)CCO 2-((4-((1-(cyclohexylmethyl)-1H-pyrazolo[3,4-d]pyrimidin-6-yl)amino)phenyl)sulfonyl)ethan-1-ol